1-[6-[[8-(7-azabicyclo[2.2.1]heptan-7-yl)-6-[(1R)-1-hydroxyethyl]pyrido[3,4-d]pyrimidin-2-yl]amino]pyridin-3-yl]-4-methylpiperazin-2-one C12CCC(CC1)N2C2=NC(=CC1=C2N=C(N=C1)NC1=CC=C(C=N1)N1C(CN(CC1)C)=O)[C@@H](C)O